CC1=NOC(=C1C1=CC=C2C(=N1)N(N=C2C2=NC(=NC=C2C(F)(F)F)N[C@@H]2CC[C@H](N(C2)C(=O)OCC2=CC=CC=C2)C)C2OCCCC2)C benzyl (2R,5R)-5-[[4-[6-(3,5-dimethylisoxazol-4-yl)-1-tetrahydropyran-2-yl-pyrazolo[3,4-b]pyridin-3-yl]-5-(trifluoromethyl)pyrimidin-2-yl]amino]-2-methyl-piperidine-1-carboxylate